BrC(C(=O)OC(C(CCCCCCC)Br)=O)CCCCCCC bromononanoic anhydride